Cl.C(C)(C)(C)C1=CC(=NO1)NC(NC1=CC=C2/C(/C(NC2=C1)=O)=C/C1=C(C(=C(N1)C)NC(=O)C1NCCCC1)C)=O (Z)-N-(5-((6-(3-(5-(tert-butyl)isoxazol-3-yl)ureido)-2-oxindole-3-ylidene)methyl)-2,4-dimethyl-1H-pyrrol-3-yl)piperidine-2-carboxamide hydrochloride salt